COC(=O)C1=NC(=CC(=C1Cl)NC(C)=O)[Sn](C)(C)C 4-acetylamino-3-chloro-6-(trimethylstannanyl)-pyridine-2-carboxylic acid methyl ester